O=C1OCCN1[C@@H]1C(=NN(C1)C(=O)N[C@H](C)C=1C=NC(=CC1)C(F)(F)F)C1=CC=C(C=C1)C (S)-4-(2-oxooxazolidin-3-yl)-3-(4-methylphenyl)-N-((R)-1-(6-(trifluoromethyl)pyridin-3-yl)ethyl)-4,5-dihydro-1H-pyrazole-1-carboxamide